C1(=CC=CC=2SC3=C(C21)C=CC=C3)C=3C(=C(C=CC3)C3=CC=CC=C3)C3=NN=NC(=C3C3=C(C=CC=C3)C3=CC=CC=C3)C3=C(C=CC=C3)C3=CC=CC=C3 dibenzothiophenyl-[bis(biphenylyl)triazinyl]biphenyl